[C@@H]12N(C[C@@H](NC1)C2)C2=C(C=C(C(=C2)C=2C(=NC=CC2)C)F)C=2C(=NC(=NC2)C2=C(C=CC=C2OC)F)C(=O)N (2-((1S,4S)-2,5-diazabicyclo[2.2.1]hept-2-yl)-5-fluoro-4-(2-methylpyridin-3-yl)phenyl)-2-(2-fluoro-6-methoxyphenyl)pyrimidine-4-carboxamide